N-(6-((5-(((tert-Butylsulfinyl)amino)methyl)thiazol-2-yl)oxy)-4-methoxybenzo[d]isoxazol-3-yl)-5-ethyl-2-methoxybenzenesulfonamide C(C)(C)(C)S(=O)NCC1=CN=C(S1)OC1=CC2=C(C(=NO2)NS(=O)(=O)C2=C(C=CC(=C2)CC)OC)C(=C1)OC